C(C)(=O)OCC1=CC=C(C=C1)NC1=NC(=CC=C1[N+](=O)[O-])N1C(=NN=C1)C 4-((6-(3-methyl-4H-1,2,4-triazol-4-yl)-3-nitropyridin-2-yl)amino)benzyl acetate